tert-butyl 3-[6-(trifluoromethylsulfonyloxy)-3-pyridyl]azetidine-1-carboxylate FC(S(=O)(=O)OC1=CC=C(C=N1)C1CN(C1)C(=O)OC(C)(C)C)(F)F